ethyl 3-(2-(benzyloxy)-5-bromo-3-methoxyphenyl)-2-((diphenylmethylene)amino)propionate C(C1=CC=CC=C1)OC1=C(C=C(C=C1OC)Br)CC(C(=O)OCC)N=C(C1=CC=CC=C1)C1=CC=CC=C1